C(CCC(=O)[O-])(=O)[O-].[K+].[K+] Kalium succinat